2-(4-(tert-butoxycarbonyl)piperazin-1-yl)Ethanol C(C)(C)(C)OC(=O)N1CCN(CC1)CCO